C(N)(=O)CN(CC(=O)N)C1=C(C=C(C=C1)F)C=O 2-[(CARBAMOYLMETHYL)(4-FLUORO-2-FORMYLPHENYL)AMINO]ACETAMIDE